N-(2-methoxy-3-{[2-(pyrrolidin-1-yl)ethoxy]methyl}-6H,7H,8H-cyclopenta[b]1,5-naphthyridin-9-yl)-1-(pyridin-4-yl)piperidin-4-amine COC=1N=C2C(=C3C(=NC2=CC1COCCN1CCCC1)CCC3)NC3CCN(CC3)C3=CC=NC=C3